CN(C)CC=1C=C(C=CC1C)NC(=O)NCC1=CC2=C(C(N(C2)C2C(NC(CC2)=O)=O)=O)S1 1-(3-((dimethylamino)methyl)-4-methylphenyl)-3-((5-(2,6-dioxopiperidin-3-yl)-6-oxo-5,6-dihydro-4H-thieno[2,3-c]pyrrol-2-yl)methyl)urea